N-((1R,6S)-2,2-difluoro-6-(1,7-diazaspiro[3.5]nonan-7-yl)cyclohexyl)-2-(2,3',5'-trifluoro-[1,1'-biphenyl]-3-yl)acetamide FC1([C@@H]([C@H](CCC1)N1CCC2(CCN2)CC1)NC(CC=1C(=C(C=CC1)C1=CC(=CC(=C1)F)F)F)=O)F